tert-Butyl (3-phenylbicyclo[1.1.1]pentan-1-yl)carbamate C1(=CC=CC=C1)C12CC(C1)(C2)NC(OC(C)(C)C)=O